NC=1C(=NC(=NC1C1=C2C=NNC2=CC=C1C([2H])([2H])[2H])C=1C(=NC=CC1)NC12CC(C1)(C2)C(N)=O)C(=O)N 5-amino-2-(2-((3-carbamoylbicyclo[1.1.1]pentan-1-yl)amino)pyridin-3-yl)-6-(5-(methyl-d3)-1H-indazol-4-yl)pyrimidine-4-carboxamide